FC1=CC=CC2=CC=CC=C12 1-fluoronaphthalen